2-FORMYLPROPIONIC ACID ETHYL ESTER C(C)OC(C(C)C=O)=O